(S)-2-amino-4-(bis(2-(3-methoxybenzamido)benzyl)amino)butanoic acid N[C@H](C(=O)O)CCN(CC1=C(C=CC=C1)NC(C1=CC(=CC=C1)OC)=O)CC1=C(C=CC=C1)NC(C1=CC(=CC=C1)OC)=O